C[S+](C1=CC=C(C=C1)S(=O)C)(C)=O dimethyl-(p-methylsulfinylphenyl)sulfonium oxide